FC=1C=NN(C1C1=CC=C(NC)C=C1)C 4-(4-fluoro-1-methyl-1H-pyrazol-5-yl)-N-methylaniline